Cl.NCCCCNC(CC=1N=C(C2=C(N1)N(C=C2)C(=O)N)N(C)[C@H]2CN(CC[C@H]2C)C(CC#N)=O)=O [2-(4-aminobutylamino)-2-oxo-ethyl]-4-[[(3R,4R)-1-(2-cyanoacetyl)-4-methyl-3-piperidinyl]-methyl-amino]pyrrolo[2,3-d]pyrimidine-7-carboxamide hydrochloride